N-((R)-1-(4-(8-chloro-[1,2,4]triazolo[1,5-a]pyrazin-6-yl)-5-methylpyridin-2-yl)ethyl)-N-ethyl-2-methylpropan-2-sulfinamide ClC=1C=2N(C=C(N1)C1=CC(=NC=C1C)[C@@H](C)N(S(=O)C(C)(C)C)CC)N=CN2